FC1CN(CCC1NC1=CC=CC2=C1SC(=C2CC(F)(F)F)C#CCNC2=C(C=C(C(=O)NC1CC(OCC1)C)C=C2)OC)C 4-((3-(7-((3-fluoro-1-methylpiperidin-4-yl)amino)-3-(2,2,2-trifluoroethyl)benzo[b]thiophen-2-yl)prop-2-yn-1-yl)amino)-3-methoxy-N-(2-methyltetrahydro-2H-pyran-4-yl)benzamide